1-tetrazolium hydroxide [OH-].[NH+]=1NN=NC1